(2S,3R,4R)-1-acetyl-2-cyclopropyl-N-(1,1-dioxidotetrahydro-2H-thiopyran-4-yl)-3-methyl-4-((4-methylpyrimidin-2-yl)amino)-1,2,3,4-tetrahydroquinoline-6-carboxamide C(C)(=O)N1[C@H]([C@@H]([C@H](C2=CC(=CC=C12)C(=O)NC1CCS(CC1)(=O)=O)NC1=NC=CC(=N1)C)C)C1CC1